C1([C@H](O)[C@@H](O)[C@@H](O)[C@H](O1)CO)CC(C)CCC[C@@H](C)[C@H]1CC[C@H]2[C@@H]3CC=C4C[C@@H](O)CC[C@]4(C)[C@H]3CC[C@]12C galactosyl-cholesterol